2-(((2-((4-trifluoromethylphenoxy)carbonyl)phenyl)sulfonyl)carbamoyl)isonicotinic acid FC(C1=CC=C(OC(=O)C2=C(C=CC=C2)S(=O)(=O)NC(=O)C=2C=C(C(=O)O)C=CN2)C=C1)(F)F